6-(2,6-dichlorophenyl)-2-[(4-{propan-2-yl[2-(propan-2-ylamino)ethyl]amino}phenyl)amino]imidazo[1,2-a]pyrimido[5,4-e]pyrimidin-5(6H)-one ClC1=C(C(=CC=C1)Cl)N1C=2N(C3=C(C1=O)C=NC(=N3)NC3=CC=C(C=C3)N(CCNC(C)C)C(C)C)C=CN2